methyl 1-[3-(5-methyltetrazol-1-yl) phenyl]-6-oxo-pyridazine-3-carboxylate CC1=NN=NN1C=1C=C(C=CC1)N1N=C(C=CC1=O)C(=O)OC